(R)-(2-(1-((tert-butoxycarbonyl)(ethyl)amino)ethyl)-5-fluoropyridin-4-yl)boronic acid C(C)(C)(C)OC(=O)N([C@H](C)C1=NC=C(C(=C1)B(O)O)F)CC